C(C)OC(=O)C=1C(=NN2C1SC=C2C=2C=NC(=CC2)NC=2SC1=C(N2)C=CC=C1)C=1C=NN(C1C)CC12CC3CC(CC(C1)C3)C2 6-(1-(adamantan-1-ylmethyl)-5-methyl-1H-pyrazol-4-yl)-3-(6-(benzo[d]thiazol-2-ylamino)pyridin-3-yl)pyrazolo[5,1-b]thiazole-7-carboxylic acid ethyl ester